N,N-bis(cis-4-(tert-butyl)cyclohexyl)-5-nitroisophthalamide C(C)(C)(C)[C@H]1CC[C@H](CC1)N(C(C1=CC(C(=O)N)=CC(=C1)[N+](=O)[O-])=O)[C@@H]1CC[C@@H](CC1)C(C)(C)C